methyl 2-(2-(4-bromophenyl)-1-((2-(trimethylsilyl)ethoxy)methyl)-1H-imidazol-5-yl)isonicotinate BrC1=CC=C(C=C1)C=1N(C(=CN1)C=1C=C(C(=O)OC)C=CN1)COCC[Si](C)(C)C